BrC1=CC2=C(O[C@H](C(N2)=O)C)N=C1 (3S)-7-bromo-3-methyl-1H-pyrido[2,3-b][1,4]oxazin-2-one